methyl 2-methoxy-5-(3a,5,6,6a-tetrahydro-4H-cyclopenta[d]isoxazol-3-yl)benzoate COC1=C(C(=O)OC)C=C(C=C1)C1=NOC2C1CCC2